5-(difluoromethoxy)-2-fluorobenzylidene-2-methylpropane FC(OC=1C=CC(=C(C=CC(C)C)C1)F)F